NC1=C(N(N=C1)CC1=CC=C(C=C1)OC)C1=C(C(=CC(=C1)N1CCOCC1)F)NC(OC(C)(C)C)=O tert-butyl N-[2-[4-amino-2-[(4-methoxyphenyl) methyl]pyrazol-3-yl]-6-fluoro-4-morpholino-phenyl]carbamate